The molecule is a dipeptide that is the N-(L-beta-aspartyl) derivative of L-isoleucine. It has a role as a human urinary metabolite. It derives from an aspartic acid and an isoleucine. CC[C@H](C)[C@@H](C(=O)O)NC(=O)C[C@@H](C(=O)O)N